C(N)(=O)C1(CN(C1)C(=O)OC(C)(C)C)C1=NC(=NC2=C(C(=C(C=C12)Cl)C1=CC(=CC2=CC=CC=C12)O)F)N1CC(C1)N(C)C tert-butyl (S or R)-3-carbamoyl-3-(6-chloro-2-(3-(dimethylamino)azetidin-1-yl)-8-fluoro-7-(3-hydroxynaphthalen-1-yl)quinazolin-4-yl)azetidin-1-carboxylate